C(C)(C)(C)OC(=O)N1CCN(CC1)C1=NC=C(C=C1)CCN1N=C(C2=C1CN(C2)C2=C1C=CC=NC1=C(C=C2)C#N)C 4-(5-(2-(5-(8-cyanoquinolin-5-yl)-3-methyl-5,6-dihydropyrrolo[3,4-c]pyrazol-1(4H)-yl)ethyl)pyridin-2-yl)piperazine-1-carboxylic acid tert-butyl ester